ON1C(CC(CC1(C)C)OC(C1=CC=C(C(=O)OC2CC(N(C(C2)(C)C)O)(C)C)C=C1)=O)(C)C bis(1-oxyl-2,2,6,6-tetramethylpiperidin-4-yl)terephthalate